tert-butyl 3-(N'-hydroxycarbamimidoyl)-6,7-dihydrothieno[3,2-c]pyridine-5(4H)-carboxylate ON=C(N)C1=CSC2=C1CN(CC2)C(=O)OC(C)(C)C